oxadiazintrione O1N=NC(C(C1=O)=O)=O